Tert-butyl (1S,2S)-2-((benzyloxy)methyl)cyclopropane-1-carboxylate C(C1=CC=CC=C1)OC[C@@H]1[C@H](C1)C(=O)OC(C)(C)C